FC=1C=C(C=C(C1)F)COC=1C(=NC=C(C1)COC)N1N=CC(=C1)C(=O)OCC ethyl 1-{3-[(3,5-difluorophenyl) methoxy]-5-(methoxymethyl)pyridin-2-yl}pyrazole-4-carboxylate